tert-butyl 3-(aminomethyl)-3-(((benzyloxy) carbonyl) amino)pyrrolidine-1-carboxylate NCC1(CN(CC1)C(=O)OC(C)(C)C)NC(=O)OCC1=CC=CC=C1